BrC=1C=CC=C2C(=CNC12)S(=O)(=O)NC1=C(C=C(C(=C1)F)C#N)F 7-bromo-N-(4-cyano-2,5-difluorophenyl)-1H-indole-3-sulfonamide